CC1NC(CNC1)C1=CC(=NC=C1)C 2-methyl-6-(2-methylpyridin-4-yl)piperazine